C(C)N1C(NCC1=O)=O 3-ethylimidazolidine-2,4-dione